CC=1C(=NC(=CC1)C(F)(F)F)C1=NC(=NO1)[C@@H]1CC12CCN(CC2)S(=O)(=O)N (1R)-1-{5-[3-methyl-6-(trifluoromethyl)pyridin-2-yl]-1,2,4-oxadiazol-3-yl}-6-azaspiro[2.5]octane-6-sulfonamide